C(=CCCCCC)[Si](OCCCCCCC)(OCCCCCCC)OCCCCCCC heptenyltri-n-heptoxysilane